tert-butyl (3R)-10-amino-11-cyano-2,3,5,6-tetrahydro-4H-3,7-methanopyrido[3,2-b][1,4,7]oxadiazonine-4-carboxylate NC1=C(C=2OC[C@@H]3N(CCN(C2N=C1)C3)C(=O)OC(C)(C)C)C#N